vinyl-triisopropenylpropoxysilane C(=C)C(CC)O[Si](C(=C)C)(C(=C)C)C(=C)C